FC(OC1=C(C(=O)N[C@H]2[C@H](C2)F)C(=CC(=C1)C=1C=NN2C1C=CC(=C2)OC(CO)(C)C)OC)F 2-(difluoromethoxy)-N-[(1R,2S)-2-fluorocyclopropyl]-4-[6-(2-hydroxy-1,1-dimethyl-ethoxy)pyrazolo[1,5-a]pyridin-3-yl]-6-methoxy-benzamide